COC(C1=C(C(=C(C=C1)OC1CCC1)N(C1CCOCC1)CC)C)=O Cyclobutoxy-3-(ethyl-(tetrahydro-2H-pyran-4-yl)amino)-2-methylbenzoic acid methyl ester